C(C1=CC=CC=C1)OC(N=S(=O)(C)CC1=NC=CC(=C1)Br)=O.FC(C=1C=C2C(=CC=NC2=C(C1)C(F)(F)F)N[C@H](C(=O)N)C)(F)F (2S)-2-[[6,8-bis(trifluoromethyl)-4-quinolinyl]amino]propanamide Benzyl-(((4-bromopyridin-2-yl)methyl)(methyl)(oxo)-λ6-sulfanylidene)carbamate